(S)-2-(2,3-dihydropyrrolo[3',2':5,6]pyrido[2,3-b][1,4]oxazin-1(6H)-yl)-4-(2-(2-(2-isopropylphenyl)pyrrolidin-1-yl)-7-azaspiro[3.5]nonan-7-yl)benzoic acid N1(C2=C(OCC1)N=C1C(=C2)C=CN1)C1=C(C(=O)O)C=CC(=C1)N1CCC2(CC(C2)N2[C@@H](CCC2)C2=C(C=CC=C2)C(C)C)CC1